1-isopropylpyrazole C(C)(C)N1N=CC=C1